CN1C(N(C2=C1C=C(C=C2)C2=CC=C(C=C2)N2CCNCC2)C2C(NC(CC2)=O)=O)=O 3-{3-methyl-2-oxo-5-[4-(piperazin-1-yl)phenyl]-1,3-benzodiazol-1-yl}piperidine-2,6-dione